(E)-3-(4-amino-2-(methylthio)pyrimidin-5-yl)acrylate NC1=NC(=NC=C1/C=C/C(=O)[O-])SC